7-(7-hydroxy-2-oxo-3-((2-(trimethylsilyl)ethoxy)methyl)-2,3-dihydro-1H-imidazo[4,5-b]pyridin-1-yl)-1-((2S,5S)-5-hydroxyhexan-2-yl)-1,8-naphthyridin-4(1H)-one OC1=C2C(=NC=C1)N(C(N2C2=CC=C1C(C=CN(C1=N2)[C@@H](C)CC[C@H](C)O)=O)=O)COCC[Si](C)(C)C